tert-butyl (R)-3-((7-(3-chloro-2-cyclopropyl-5-hydroxyphenyl)-8-fluoro-2-methoxypyrido[4,3-d]pyrimidin-4-yl)(methyl)amino)pyrrolidine-1-carboxylate ClC=1C(=C(C=C(C1)O)C1=C(C=2N=C(N=C(C2C=N1)N([C@H]1CN(CC1)C(=O)OC(C)(C)C)C)OC)F)C1CC1